ClC=1C=C(C=C2C(=C(C=NC12)C#N)NCC(C)(C)C)N[C@H](C=1N=NN(C1)[C@H]1[C@H](C1)F)C=1C(=NC(=CC1)F)C 8-chloro-6-(((S)-(6-fluoro-2-methylpyridin-3-yl)(1-((1R,2S)-2-fluorocyclopropyl)-1H-1,2,3-triazol-4-yl)methyl)amino)-4-(neopentylamino)quinoline-3-carbonitrile